COC=1C=C(C(=O)N2CC(C2)S(=O)(=O)N2C3=C(OCC2)C(=CN=C3)C3=CC=C(C#N)C=C3)C=CC1 4-(4-((1-(3-methoxybenzoyl)azetidin-3-yl)sulfonyl)-3,4-dihydro-2H-pyrido[4,3-b][1,4]oxazin-8-yl)benzonitrile